O1CCOC=C1 2,3-Dihydro-[1,4]dioxin